C(#N)C[C@@H]1N(CCN(C1)C=1C2=C(N=C(N1)OC[C@H]1CN(C3(CC3)CO1)C)CN(CC2)C2=CC=CC1=CC=CC=C21)C(=O)OCC2=CC=CC=C2 Benzyl (S)-2-(cyanomethyl)-4-(2-(((R)-4-methyl-7-oxa-4-azaspiro[2.5]octan-6-yl)methoxy)-7-(naphthalen-1-yl)-5,6,7,8-tetrahydropyrido[3,4-d]pyrimidin-4-yl)piperazine-1-carboxylate